C(C)O\C=C(/C(=O)OCC)\C(=C(F)F)O[Si](C)(C)C (Z)-ethyl 2-(ethoxymethylene)-4,4-difluoro-3-((trimethylsilyl)oxy)but-3-enoate